8-methoxy-3-methyl-2,3,4,5-tetrahydro-1H-benzofuro[2,3-d]azepine COC1=CC2=C(C=C1)C1=C(CCN(CC1)C)O2